ClC=1C=C(OC2=CC=C(C=C2)C2=C(NC=3CCCCC3C2=O)C)C=CC1F 3-[4-(3-chloro-4-fluorophenoxy)phenyl]-2-methyl-5,6,7,8-tetrahydro-1H-quinolin-4-one